(1R,6S)-4-(chloromethyl)-3-(4-chlorophenyl)-1-methylbicyclo[4.1.0]hept-3-ene ClCC1=C(C[C@]2(C[C@H]2C1)C)C1=CC=C(C=C1)Cl